7-chloro-N-[(1S)-2-[[(1S)-1-cyano-2-[(3S)-2-oxo-3-piperidyl]ethyl]amino]-1-(cyclopropylmethyl)-2-oxo-ethyl]-4-methoxy-1H-indole-2-carboxamide ClC=1C=CC(=C2C=C(NC12)C(=O)N[C@H](C(=O)N[C@@H](C[C@H]1C(NCCC1)=O)C#N)CC1CC1)OC